C[C@@H]1NC2=C(OC1=O)C=CC=C2 (+)-(S)-3-Methyl-3,4-dihydro-2H-benzo[b][1,4]oxazin-2-one